O1[C@H](COCC1)CN1N=C2C3=C(C[C@@H](C2=C1)C)OC(=C3C(F)(F)F)C(=O)NCC3=CN=CS3 (4S)-2-{[(2S)-1,4-Dioxan-2-yl]methyl}-4-methyl-N-[(1,3-thiazol-5-yl)methyl]-8-(trifluoromethyl)-4,5-dihydro-2H-furo[2,3-g]indazol-7-carboxamid